2-[Methyl-(1-methyl-1H-pyrrole-2-carbonyl)-amino]-5-oxo-5H-thieno[3,2-b]pyran-6-carboxylic acid CN(C1=CC=2OC(C(=CC2S1)C(=O)O)=O)C(=O)C=1N(C=CC1)C